tert-butyl ((2-(6-(cyclopentyloxy)-4-(3-methoxy-1-(4-methyl-4H-1,2,4-triazol-3-yl)cyclobutyl)pyridin-2-yl)-3-oxo-7-(trifluoromethyl)isoindolin-5-yl)methyl)(1-methylcyclobutyl)carbamate C1(CCCC1)OC1=CC(=CC(=N1)N1CC2=C(C=C(C=C2C1=O)CN(C(OC(C)(C)C)=O)C1(CCC1)C)C(F)(F)F)C1(CC(C1)OC)C1=NN=CN1C